O1C(CCCC1)O[C@@H](C)C=1N(C=CN1)CC1=NN=C(O1)C1=CC=C(C=C1)C#CC1=CC=C(CN2CCOCC2)C=C1 4-(4-((4-(5-((2-((1S)-1-((tetrahydro-2H-pyran-2-yl)oxy)ethyl)-1H-imidazol-1-yl)methyl)-1,3,4-oxadiazol-2-yl)phenyl)ethynyl)benzyl)morpholine